tert-butyl 4-{2-[(1r,4r)-4-({3,5-difluoro-4-[(4-methoxyphenyl)methoxy]benzamido}methyl)cyclohexyl]-2H-indazol-6-yl}piperazine-1-carboxylate FC=1C=C(C(=O)NCC2CCC(CC2)N2N=C3C=C(C=CC3=C2)N2CCN(CC2)C(=O)OC(C)(C)C)C=C(C1OCC1=CC=C(C=C1)OC)F